C(C1=CC=CC=C1)OC1=NC=C(C(=N1)OCC1=CC=CC=C1)C=1C(=NC(=CC1OCC1=CC=CC=C1)Cl)C 2,4-dibenzyloxy-5-(4-benzyloxy-6-chloro-2-methyl-3-pyridyl)pyrimidine